N-((3R,4S)-3-fluoropiperidin-4-yl)-5-(imidazo[1,2-a]pyridin-6-yl)-4-methoxypyrrolo[2,1-f][1,2,4]triazin-2-amine F[C@@H]1CNCC[C@@H]1NC1=NN2C(C(=N1)OC)=C(C=C2)C=2C=CC=1N(C2)C=CN1